N-(3-pyridyl)ethenesulfonamide N1=CC(=CC=C1)NS(=O)(=O)C=C